C(C=C)(=O)N1CCN(CC1)C1=NC(N2C3=C(C(=C(C=C13)C(F)(F)F)C1=C(C=C(C=C1F)F)F)SC[C@@H]2COC)=O (S)-7-(4-acryloylpiperazin-1-yl)-3-(methoxymethyl)-9-(trifluoromethyl)-10-(2,4,6-trifluorophenyl)-2,3-dihydro-5H-[1,4]thiazino[2,3,4-ij]quinazolin-5-one